NC1=C2C(=NC=N1)N(N=C2C2=CC=C(C=C2)OC2=CC=CC=C2)C2CCN(CC2)C[C@H]2CN(CC2)CC2CCN(CC2)C=2C=C1CN(C(C1=CC2)=O)C2C(NC(CC2)=O)=O 3-(5-(4-(((S)-3-((4-(4-amino-3-(4-phenoxyphenyl)-1H-pyrazolo[3,4-d]pyrimidin-1-yl)piperidin-1-yl)methyl)pyrrolidin-1-yl)methyl)piperidin-1-yl)-1-oxoisoindolin-2-yl)piperidine-2,6-dione